FC1(C(OC=2C(=CC3=C(N(C=N3)C)C2)O1)(F)F)F 6,6,7,7-Tetrafluoro-1-methyl-6,7-dihydro-1H-[1,4]dioxino[2,3-f]benzimidazol